ClC1=NC=C(N=C1)OC(F)F 2-chloro-5-(difluoromethoxy)pyrazine